C1(CC1)N(C(C(=O)O)CSC)CC1=C(C=C(C=C1)OC)OC 2-[cyclopropyl-[(2,4-dimethoxyphenyl)methyl]amino]-3-methylsulfanyl-propanoic acid